FC([S@](=N)C=1C=C(C=CC1)NC(CC=1N=CC2=CC=C(C=C2C1)C1=CC=CC=C1)=O)F (R)-N-(3-(S-(difluoromethyl)sulfinimidoyl)phenyl)-2-(6-phenylisoquinolin-3-yl)acetamide